S1(CC=CC=C1)=O thiopyran oxide